ClC1=NC(=NC(=N1)C1=CC(=CC=C1)[Si](C1=CC=CC=C1)(C1=CC=CC=C1)C1=CC=CC=C1)C1=CC=CC=2C3=CC=CC=C3NC12 (4-chloro-6-(3-(triphenylsilyl)phenyl)-1,3,5-triazin-2-yl)-9H-carbazole